l-glutamine diacetic acid C(CN([C@@H](CCC(N)=O)C(=O)O)CC(=O)O)(=O)O